OC1=C(C(=C(C=C1C)C(C)C1=C(C(=C(C(=C1)C)O)C)C)C)C 1,1-bis(4-hydroxy-2,3,5-trimethylphenyl)ethane